[Zn].C(C)(C)(C)C=1C(=C(C(=O)O)C=C(C1)C(C)(C)C)O 3,5-di-tert-butyl-hydroxybenzoic acid zinc